C(C)(=O)C1=CN(C2=CC(=CC=C12)Br)CC(=O)N(C1CC1)CC(=O)NCC1=C(C(=CC=C1)Cl)F 2-(3-acetyl-6-bromo-1H-indol-1-yl)-N-(2-((3-chloro-2-fluorophenylmethyl)amino)-2-oxoethyl)-N-cyclopropylacetamide